ClC1=C(C=CC=C1)SC1=C(N=NN1)C(=O)O 5-((2-chlorophenyl)thio)-1H-1,2,3-triazole-4-carboxylic acid